C1(=CC=CC=C1)C1(CCCC2=CC=CC=C12)CC 1-phenyl-tetrahydronaphthyl-ethane